NC=1C(=C(C=C2C=C(N=CC12)NC1=NN2CC(N(CCC2=C1)C(C)C)=O)C1=C(C(=NN1C)N)C)F 2-((8-amino-6-(3-amino-1,4-dimethyl-1H-pyrazol-5-yl)-7-fluoroisoquinolin-3-yl)amino)-6-isopropyl-5,6-dihydro-4H-pyrazolo[1,5-d][1,4]diazepin-7(8H)-one